N1=CC=C(C=C1)CN1C(=CC=C1)C(=O)NC=1SC=C(N1)C=CC1COCCC1 1-(pyridin-4-ylmethyl)-N-(4-(2-(tetrahydro-2H-pyran-3-yl)vinyl)thiazol-2-yl)-1H-pyrrole-2-carboxamide